[Pt].N1=CC=CC=C1 trans-pyridine platinum